COC(CCC(=O)N1CCC(C2=CC(=CC=C12)I)(C)C)=O methyl-4-(6-iodo-4,4-dimethyl-3,4-dihydroquinolin-1(2H)-yl)-4-oxobutanoate